2-[3-(trifluoromethyl)pyrazol-1-yl]acetic acid ethyl ester C(C)OC(CN1N=C(C=C1)C(F)(F)F)=O